(6R)-6-({2-[5-fluoro-2-(trifluoromethoxy)phenyl][1,2,4]triazolo[1,5-c]quinazolin-5-yl}amino)-1,4-diazacycloheptan-5-one FC=1C=CC(=C(C1)C1=NN2C(=NC=3C=CC=CC3C2=N1)N[C@H]1C(NCCNC1)=O)OC(F)(F)F